C(C)(C)(C)OC(=O)N1[C@H](CCC1)C(N[C@@H](C)C1=CC=C(C=C1)C(=O)OC)=O (R)-2-(((S)-1-(4-(methoxycarbonyl)phenyl)ethyl)carbamoyl)pyrrolidine-1-carboxylic acid tert-butyl ester